C(#N)CCNCC N-(2-cyanoethyl)-N-ethyl-amine